N-[3-(6-amino-9H-purin-2-yl)-2,4-difluorophenyl]-5-chloro-2-methoxypyridine NC1=C2N=CNC2=NC(=N1)C=1C(=C(C=CC1F)N1C(C=CC(=C1)Cl)OC)F